C1N(CCC2=CC=CC=C12)C[C@H](CN1CCOC2=C(C1=O)C=CC(=C2)CN2CC(CC2)F)O 4-[(2R)-3-(3,4-dihydro-1H-isoquinolin-2-yl)-2-hydroxy-propyl]-8-[(3-fluoropyrrolidine-1-yl)methyl]-2,3-dihydro-1,4-benzoxazepin-5-one